(rac)-((1s,3s)-3-hydroxy-3-methylcyclobutyl)(6-(imidazo[1,5-a]pyridin-1-yl)-2-azaspiro[3.4]oct-2-yl)methanone OC1(CC(C1)C(=O)N1CC2(C1)C[C@@H](CC2)C=2N=CN1C2C=CC=C1)C |r|